C(CCCC=C)[Si](O[Si](C)(C)C)(O[Si](C)(C)C)O[Si](C)(C)C 5-hexenyl-tris(trimethylsiloxy)silane